COC1=NC=NC(=C1C1=NN2C(N(CCC2)CC2=CC=C(C=C2)N2N=C(C=C2C)C(F)(F)F)=C1)C 2-(4-methoxy-6-methylpyrimidin-5-yl)-4-(4-(5-methyl-3-(trifluoromethyl)-1H-pyrazol-1-yl)benzyl)-4,5,6,7-tetrahydropyrazolo[1,5-a]pyrimidine